OCCNC(O[C@@H]1CC[C@H](CC1)C(N(C[C@@H]1CC[C@H](CC1)C1=CC(=C(C=C1)OC)C)C1=NC=CC(=C1)C=1C=NN(C1)C1CC1)=O)=O trans-4-((4-(1-Cyclopropyl-1H-pyrazol-4-yl)pyridin-2-yl)((trans-4-(4-methoxy-3-methylphenyl)cyclohexyl)methyl)carbamoyl)cyclohexyl (2-hydroxyethyl)carbamate